(E)-3-(4-hydroxy-3,5-dimethylphenyl)-1-(6-methoxybenzofuran-2-yl)prop-2-en-1-one OC1=C(C=C(C=C1C)/C=C/C(=O)C=1OC2=C(C1)C=CC(=C2)OC)C